tert-butyl 4-(5-methoxypyridin-2-yl)-1,5-dimethyl-1H-pyrazole-3-carboxylate COC=1C=CC(=NC1)C=1C(=NN(C1C)C)C(=O)OC(C)(C)C